OCN1C(N(C(C1O)O)CO)=O 1,3-dihydroxymethyl-4,5-dihydroxy-2-imidazolidinone